1-Ethylazetidin-3-yl(8-amino-7-fluoro-6-(8-methyl-2,3-dihydro-1H-pyrido[2,3-b][1,4]oxazin-7-yl)isoquinolin-3-yl)carbamate C(C)N1CC(C1)N(C([O-])=O)C=1N=CC2=C(C(=C(C=C2C1)C1=C(C2=C(OCCN2)N=C1)C)F)N